C1(CCCCC1)CC(=O)OC[C@H]1O[C@@]([C@@H]([C@@H]1OC(C)=O)O)(C#N)C1=CC=C2C(=NC=NN21)N ((2R,3S,4R,5R)-3-acetoxy-5-(4-aminopyrrolo[2,1-f][1,2,4]triazin-7-yl)-5-cyano-4-hydroxytetrahydrofuran-2-yl)methyl 2-cyclohexylacetate